(4Z)-4-(1,3-benzothiazol-6-ylmethylene)-2-[[(1S)-2-methoxy-1-phenyl-ethyl]amino]-1H-imidazol-5-one S1C=NC2=C1C=C(C=C2)\C=C\2/N=C(NC2=O)N[C@H](COC)C2=CC=CC=C2